C1(CC1)C1=NN(C=C1C1=NC2=CC(=CC=C2N=C1)CN1CCNCC1)[C@@H]1C[C@H](C1)CNC=1C=C2C(N(C(C2=CC1)=O)C1C(NC(CC1)=O)=O)=O 5-(((trans-3-(3-cyclopropyl-4-(7-(piperazin-1-ylmethyl)quinoxalin-2-yl)-1H-pyrazol-1-yl)cyclobutyl)methyl)amino)-2-(2,6-dioxopiperidin-3-yl)isoindoline-1,3-dione